1-(2-fluoro-6-hydroxy-4-methoxyphenyl)ethan-1-one FC1=C(C(=CC(=C1)OC)O)C(C)=O